ClC=1C(=NC=C(C1)Cl)N1C(SC2=C1C=C(C=C2)OC)=O (3,5-dichloropyridin-2-yl)-5-methoxybenzothiazol-2(3H)-one